tert-butyl ((1S)-(5-(amino(cyclopropyl)methyl)-4-fluorobenzo[d]oxazol-2-yl)(4,4-difluorocyclohexyl)-methyl)carbamate NC(C=1C=CC2=C(N=C(O2)[C@H](C2CCC(CC2)(F)F)NC(OC(C)(C)C)=O)C1F)C1CC1